[N+](=O)([O-])C=1C=CC(=C(CN2N=CC=C2)C1)OC1=CC=CC=C1 1-(5-Nitro-2-phenoxybenzyl)-1H-pyrazole